(4-(5-((6-(3,5-dichlorophenyl)-4-(((methylsulfonyl)oxy)methyl)pyridin-2-yl)oxy)pyridin-2-yl)piperazin-1-yl)propanoate ClC=1C=C(C=C(C1)Cl)C1=CC(=CC(=N1)OC=1C=CC(=NC1)N1CCN(CC1)C(C(=O)[O-])C)COS(=O)(=O)C